CS(=O)(=O)N1N=NC(=C1)C1=CC=CC=C1 1-(methylsulfonyl)-4-phenyl-1,2,3-triazole